dimethoxytoluene CC1=C(C(=CC=C1)OC)OC